O=C(CC[C@H]1N(CCC1)C=1C=C(C(NN1)=O)C(F)(F)F)N1CCN(CC1)C1=NC=C(C=N1)C(F)(F)F (S)-6-(2-(3-oxo-3-(4-(5-(trifluoromethyl)pyrimidin-2-yl)piperazin-1-yl)propyl)pyrrolidin-1-yl)-4-(trifluoromethyl)pyridazin-3(2H)-one